trimethyl-(tridecylfluorohexyl)silane C[Si](CCCCCC(F)CCCCCCCCCCCCC)(C)C